2'-(1,4-phenylenedi(oxy))diethanol C1(=CC=C(C=C1)OCCO)OCCO